ClC1=NC(=C2C=C(C=NC2=C1)OC)SCC1=CC=C(C=C1)OC 7-chloro-3-methoxy-5-((4-methoxybenzyl)thio)-1,6-naphthyridine